8-chloro-2-[1-[(4,4-difluorocyclohexyl)methyl]pyrazol-4-yl]-7-[(4-fluoro-2-methyl-3H-benzimidazol-5-yl)oxy]quinoxaline ClC=1C(=CC=C2N=CC(=NC12)C=1C=NN(C1)CC1CCC(CC1)(F)F)OC1=C(C2=C(N=C(N2)C)C=C1)F